FC1=C(C=CC(=C1)C1=NO[C@H](C1)CN1N=NC=C1)C1=CC=C(C=C1)S(=O)(=O)C1(CNC1)C#N 3-(2'-Fluoro-4'-{(5R)-5-[(1H-1,2,3-triazol-1-yl)methyl]-4,5-dihydro-1,2-oxazol-3-yl}[1,1'-biphenyl]-4-sulfonyl)azetidine-3-carbonitrile